(S)-N-((R or S)-(3-chloro-2,4-difluorophenyl)(2-(difluoromethoxy)thiazol-5-yl)methyl)-2-oxoimidazolidine-4-carboxamide ClC=1C(=C(C=CC1F)[C@@H](NC(=O)[C@H]1NC(NC1)=O)C1=CN=C(S1)OC(F)F)F |o1:8|